(1s,3s)-3-(3,3-difluoropyrrolidin-1-yl)cyclobutanol FC1(CN(CC1)C1CC(C1)O)F